(R)-2-(5-chloro-8-hydroxy-6-((3'-(3-(3-hydroxypyrrolidin-1-yl)propoxy)-2,2'-dimethyl-[1,1'-biphenyl]-3-yl)methoxy)-3,4-dihydroisoquinolin-2(1H)-yl)acetic acid methyl ester COC(CN1CC2=C(C=C(C(=C2CC1)Cl)OCC=1C(=C(C=CC1)C1=C(C(=CC=C1)OCCCN1C[C@@H](CC1)O)C)C)O)=O